1-[(5-Methoxy-3-indolylidene)methylamino]-2-pentylguanidine COC=1C=C2C(C=NC2=CC1)=CNNC(=NCCCCC)N